FC=1C=C(C=CC1)C1=C(C(=CC=C1)N)N (3-fluorophenyl)benzene-1,2-diamine